6-((4-fluorophenyl)amino)-N-methoxy-4-((2-(N-methyl-methanesulfonamido)pyridin-3-yl)amino)nicotinamide FC1=CC=C(C=C1)NC1=NC=C(C(=O)NOC)C(=C1)NC=1C(=NC=CC1)N(S(=O)(=O)C)C